NC(C(=O)O)CC1=C(C=CC=C1F)F 2-amino-3-(2,6-difluorophenyl)propionic acid